C(N)(=O)CCC(C(=O)OC(C)(C)C)C=1C(=NC2=CC=C(C=C2C1)[N+](=O)[O-])C tert-butyl 4-carbamoyl-2-(2-methyl-6-nitroquinolin-3-yl)butanoate